C(CCC)NC(=S)NC1=CC=C2C=NN(C2=C1)C 1-n-butyl-3-(1-methyl-1H-indazol-6-yl)thiourea